ClC1=NC=C(C=N1)CN1C=CC=C2C1=NC(N(C2=O)C(C)C)=O 8-((2-chloropyrimidin-5-yl)methyl)-3-isopropylpyrido[2,3-d]pyrimidine-2,4(3H,8H)-dione